C(#N)N1CC(CC1)C(=O)NC=1SC(=CN1)C1=CC(=CC=C1)F 1-cyano-N-(5-(3-fluorophenyl)thiazol-2-yl)pyrrolidine-3-carboxamide